CC1(OC[C@@H](O1)CONC(C1=C(C=CC=C1)N[C@H](C)C=1C=C(C=C2C(C(=C(OC12)C1=CC=CC=C1)C)=O)C)=O)C N-[[(4R)-2,2-Dimethyl-1,3-dioxolan-4-yl]methoxy]-2-[[(1R)-1-(3,6-dimethyl-4-oxo-2-phenyl-chromen-8-yl)ethyl]amino]benzamide